1-(tetrahydro-2H-pyran-2-yl)-4-(4,4,5,5-tetramethyl-1,3,2-dioxaborolan-2-yl)-5-(trifluoromethyl)-1H-indazole O1C(CCCC1)N1N=CC2=C(C(=CC=C12)C(F)(F)F)B1OC(C(O1)(C)C)(C)C